5-(chloromethyl)-3-methyl-1,2,4-oxadiazole ClCC1=NC(=NO1)C